3,5-di-phenylthiotetrazolium C1(=CC=CC=C1)SN1N=[NH+]C(=N1)SC1=CC=CC=C1